1,3-diacetoxypropan-2-yl acetate C(C)(=O)OC(COC(C)=O)COC(C)=O